tert-butyl (R)-8-(6-((6-(4-(1-(3-(tert-butyl)-1,2,4-oxadiazole-5-carboxamido)ethyl)-3-methylphenyl)pyrimidin-4-yl)amino)pyridin-3-yl)-2,8-diazaspiro[4.5]decane-2-carboxylate C(C)(C)(C)C1=NOC(=N1)C(=O)N[C@H](C)C1=C(C=C(C=C1)C1=CC(=NC=N1)NC1=CC=C(C=N1)N1CCC2(CCN(C2)C(=O)OC(C)(C)C)CC1)C